ClC1=C(C=CC(=C1)[N+](=O)[O-])N1CCC(CC1)C1CCN(CC1)C(=O)OC(C)(C)C tert-butyl 4-[1-(2-chloro-4-nitro-phenyl)-4-piperidyl]piperidine-1-carboxylate